NC=1C=CC(=C2CN(C(C12)=O)CC(=C)C1=NC=NC=C1)C1=CC=C2C=NN(C2=C1)C 7-amino-4-(1-methyl-1H-indazol-6-yl)-2-[2-(pyrimidin-4-yl)prop-2-en-1-yl]-2,3-dihydro-1H-isoindol-1-one